CC1(OCC(O1)CO)C 2,2-dimethyl-4-(hydroxymethyl)-1,3-dioxolane